(R)-(3-Aminopiperidin-1-yl)(2-(3-ethylbenzo[b]thiophen-2-yl)-3,4-dihydro-5-oxa-1,2a-diazaacenaphthylen-7-yl)methanone N[C@H]1CN(CCC1)C(=O)C=1C=C2OCCN3C(=NC(C1)=C32)C3=C(C2=C(S3)C=CC=C2)CC